2-(4-pyridyl)benzimidazole N1=CC=C(C=C1)C=1NC2=C(N1)C=CC=C2